NC=1SC2=C(C1C(=O)OCC)CCC(C2=O)(C2CCCC2)C#N ethyl 2-amino-6-cyano-6-cyclopentyl-7-oxo-4,5,6,7-tetrahydro-1-benzothiophene-3-carboxylate